1-(11Z-octadecenoyl)-2-(15Z-tetracosenoyl)-sn-glycero-3-phosphocholine CCCCCCCC/C=C\CCCCCCCCCCCCCC(=O)O[C@H](COC(=O)CCCCCCCCC/C=C\CCCCCC)COP(=O)([O-])OCC[N+](C)(C)C